(4'-amino-3-(2-fluoropyridin-3-yl)-5'-methylspiro[chromeno[2,3-b]pyridine-5,2'-imidazol]-7-yl)-5-fluoropyridine-2-carboxamide NC1=NC2(N=C1C)C1=CC(=CC=C1OC1=NC=C(C=C12)C=1C(=NC=CC1)F)C=1C(=NC=C(C1)F)C(=O)N